octane-1,8-diamine C(CCCCCCCN)N